2-(6-(5,5-dimethyl-5,6,7,8-tetrahydro-[1,2,4]triazolo[4,3-a]pyridin-3-yl)pyridin-2-yl)-6-(isopropyl(methyl)amino)-4-((methylamino)methyl)-2,3-dihydro-1H-pyrrolo[3,4-c]pyridin-1-one CC1(CCCC=2N1C(=NN2)C2=CC=CC(=N2)N2CC=1C(=NC(=CC1C2=O)N(C)C(C)C)CNC)C